Cl.NC=1N(C2=C(N1)C=C(C=C2C#N)SC=2C=NC=CC2)C 2-amino-3-methyl-6-(3-pyridylsulfanyl)benzimidazole-4-carbonitrile hydrochloride